C(C)(=O)OC1COC(C1OC(C)=O)N1N=CC=2C1=NC(=NC2NC2CCCC2)Cl 5-(6-chloro-4-(cyclopentylamino)-1H-pyrazolo[3,4-d]pyrimidin-1-yl)tetrahydrofuran-3,4-diyl diacetate